C1(CC1)N1C=NC2=C1C=CC(=C2)C#C[Si](C)(C)C 1-cyclopropyl-5-[2-(trimethylsilyl)ethynyl]-1,3-benzodiazole